C1=2C=3CCNC(C3SC2CCCC1)=O 8-thia-5-azatricyclo[7.4.0.0^[2,7]]trideca-1(9),2(7)-dien-6-one